ClC1=CN=C2N1N=C(C=C2[C@@H]2[C@H](C2)C2=CC=C1C(=NN(C1=C2)CC(F)(F)F)F)C=2C(NC(NC2)=O)=O 5-(3-chloro-8-((1S,2S)-2-(3-fluoro-1-(2,2,2-trifluoroethyl)-1H-indazol-6-yl)cyclopropyl)imidazo[1,2-b]pyridazin-6-yl)pyrimidine-2,4(1H,3H)-dione